OC(CCCCCCCCCC(=O)[O-])CCCCCCCCCC(=O)[O-] 2-hydroxypropane-1,3-diyldinonanoate